FC1(C(C1)NC(=O)NC=1C=NN2C1N=C(C=C2)N2[C@H](CC(C2)=O)C2=C(C=CC(=C2)F)F)F 1-(2,2-difluorocyclopropyl)-3-(5-((R)-2-(2,5-difluorophenyl)-4-oxopyrrolidin-1-yl)pyrazolo[1,5-a]pyrimidin-3-yl)urea